N-(4-(4,4-Dimethyl-4,5,6,8-tetrahydro-7H-thieno[2,3-c]azepine-7-yl)-2,6-Dimethylphenyl)-3,3-dimethylbutanamide CC1(C2=C(CN(CC1)C1=CC(=C(C(=C1)C)NC(CC(C)(C)C)=O)C)SC=C2)C